tert-butyl ((3,6,9-trioxo-1-phenyl-2-oxa-4,7,10-triazadodecane-12-yl)oxy)carbamate O=C(OCC1=CC=CC=C1)NCC(NCC(NCCONC(OC(C)(C)C)=O)=O)=O